NC=1C2=C(N=CN1)N(C(=C2C2=CC(=C(C=C2)N=S2(CCCCC2)=O)F)C2=CC=C(C=C2)NC(C(=C)C)=O)C N-(4-(4-amino-5-(3-fluoro-4-((1-oxotetrahydro-2H-1λ6-thiopyran-1-ylidene)amino)phenyl)-7-methyl-7H-pyrrolo[2,3-d]pyrimidin-6-yl)phenyl)methacrylamide